N-[(1R)-1-[3-[5-[(3R)-3-hydroxypyrrolidine-1-carbonyl]-1-methyl-pyrrol-3-yl]-5-methoxy-phenyl]ethyl]-2-methyl-5-(4-methylpiperazin-1-yl)benzamide O[C@H]1CN(CC1)C(=O)C1=CC(=CN1C)C=1C=C(C=C(C1)OC)[C@@H](C)NC(C1=C(C=CC(=C1)N1CCN(CC1)C)C)=O